(R)-5,7-difluoro-1,2,3,4-tetrahydronaphthalene FC1=C2CCCCC2=CC(=C1)F